methyl 4-((3-aminobenzyl)sulfonyl)-3-((4-fluorophenyl)ethynyl)benzoate Methyl-3-((4-fluorophenyl)ethynyl)-4-((3-nitrobenzyl)sulfonyl)benzoate COC(C1=CC(=C(C=C1)S(=O)(=O)CC1=CC(=CC=C1)[N+](=O)[O-])C#CC1=CC=C(C=C1)F)=O.NC=1C=C(CS(=O)(=O)C2=C(C=C(C(=O)OC)C=C2)C#CC2=CC=C(C=C2)F)C=CC1